COC1=CC=C(CN2C(NCC23CCN(CC3)C(=O)OC(C)(C)C)=O)C=C1 Tert-butyl 1-(4-methoxybenzyl)-2-oxo-1,3,8-triazaspiro[4.5]decane-8-carboxylate